1,3,5-trimethyl-2,4,6-tris(3,5-di-t-butyl-4-hydroxyphenyl)benzene CC1=C(C(=C(C(=C1C1=CC(=C(C(=C1)C(C)(C)C)O)C(C)(C)C)C)C1=CC(=C(C(=C1)C(C)(C)C)O)C(C)(C)C)C)C1=CC(=C(C(=C1)C(C)(C)C)O)C(C)(C)C